NC=1C=C(OC(C(=O)OC(C)(C)C)[C@@H]2CN(CC2)C(=O)OC(C)(C)C)C=CC1 tert-Butyl (3S)-3-[1-(3-aminophenoxy)-2-tert-butoxy-2-oxo-ethyl]pyrrolidine-1-carboxylate